CN1N=C(C=2C(C1=O)=CC(N(C2)C2CCOCC2)=O)N[C@H](C)C2=C(C(=CC=C2)C(F)(F)F)C (R)-2-methyl-4-((1-(2-methyl-3-(trifluoromethyl)phenyl)ethyl)amino)-6-(tetrahydro-2H-pyran-4-yl)-2,6-dihydropyrido[3,4-d]pyridazine-1,7-dione